C(C)(C)(C)OC(=O)N1C[C@@H](CCC1)C(NC1=NN(C2=CC=C(C=C12)C1=C(C=CC(=C1)OCC)F)C(C1=CC=CC=C1)(C1=CC=CC=C1)C1=CC=CC=C1)=O (3R)-3-{[5-(5-ethoxy-2-fluorophenyl)-1-trityl-1H-indazol-3-yl]carbamoyl}piperidine-1-carboxylic acid tert-butyl ester